C1(CC1)N1C=C(C(C2=CC(=C(C(=C12)OC)C=1C=C2CCN(C2=CC1)CC=1C(=NC(=NC1CC)N)N)F)=O)C(=O)O 1-cyclopropyl-7-(1-((2,4-diamino-6-ethylpyrimidin-5-yl)methyl)indolin-5-yl)-6-fluoro-8-methoxy-4-oxo-1,4-dihydroquinoline-3-carboxylic acid